isopropyl (S)-6-diazo-2-((S)-2-(5-fluoropyridin-3-yl)-2-hydroxyacetamido)-5-oxohexanoate [N+](=[N-])=CC(CC[C@@H](C(=O)OC(C)C)NC([C@@H](O)C=1C=NC=C(C1)F)=O)=O